tert-butyl 1-cyclobutyl-2-(5-ethoxy-4-(isoxazol-4-ylcarbamoyl)-1-methyl-6-oxo-1,6-dihydropyrimidin-2-yl)-1H-benzo[d]imidazole-6-carboxylate C1(CCC1)N1C(=NC2=C1C=C(C=C2)C(=O)OC(C)(C)C)C=2N(C(C(=C(N2)C(NC=2C=NOC2)=O)OCC)=O)C